potassium bis(trimethylsilanyl)amide C[Si](C)(C)[N-][Si](C)(C)C.[K+]